N-(2,3-dihydro-1H-inden-2-yl)-5-(5-oxa-2,6-diazaspiro[3.4]oct-6-en-7-yl)pyrimidin-2-amine C1C(CC2=CC=CC=C12)NC1=NC=C(C=N1)C1=NOC2(CNC2)C1